Methyl 5-((2-((tert-butoxycarbonyl)(methyl)amino)ethyl)(methyl)amino)benzo[c][2,6]naphthyridine-8-carboxylate C(C)(C)(C)OC(=O)N(CCN(C1=NC2=C(C3=CN=CC=C13)C=CC(=C2)C(=O)OC)C)C